C(C1=CC=CC=C1)[Sn](CC1=CC=CC=C1)(CC1=CC=CC=C1)CC1=CC=CC=C1 tetrabenzyl-tin